N1(N=CN=C1)C[C@@]1(C[C@H](CO1)COC1=C(C=C(C=C1)N1CCN(CC1)C1=CC=C(C(=O)NC2=CC=C(C=C2)C#N)C=C1)Cl)C1=C(C=C(C=C1)F)F 4-(4-(4-(((3R,5R)-5-((1H-1,2,4-triazol-1-yl)methyl)-5-(2,4-difluorophenyl)tetrahydrofuran-3-yl)methoxy)-3-chlorophenyl)piperazin-1-yl)-N-(4-cyanophenyl)benzamide